FC(S(=O)(=O)OC1(C=CC=2N(C1)N=C1C2C=NN1)C=1C=NC(=CC1)N1CC2(NC(C1)C2)CC=2C=NC(=CC2)OC)(F)F 6-(6-(((6-methoxypyridin-3-yl)methyl)-3,6-diazabicyclo[3.1.1]heptan-3-yl)pyridin-3-yl)-1H-pyrazolo[3',4':3,4]pyrazolo[1,5-a]pyridin-6-yl trifluoromethanesulfonate